4-{9-hydroxy-8-oxo-4-thia-2,12-diazatricyclo[7.3.0.03,7]dodeca-1,3(7),5-trien-12-yl}benzamide OC12C(C=3C=CSC3N=C2N(CC1)C1=CC=C(C(=O)N)C=C1)=O